dioxo-2,3-dihydro-1H-isoindol O=C1NC(C2=CC=CC=C12)=O